5-[2-pyridinyl]Tetrazole N1=C(C=CC=C1)C1=NN=NN1